ethyl 5-(1-methoxy-2-phenylethyl)-2-methylbenzofuran-3-carboxylate COC(CC1=CC=CC=C1)C=1C=CC2=C(C(=C(O2)C)C(=O)OCC)C1